CC1(OCC(CO1)C=O)C 2,2-dimethyl-1,3-dioxane-5-carboxaldehyde